(S)-quinuclidin-3-yl (6'-(2-chloro-4-methoxyphenyl)-3',4'-dihydro-1'H-spiro[cyclopropane-1,2'-naphthalen]-1'-yl)carbamate ClC1=C(C=CC(=C1)OC)C=1C=C2CCC3(C(C2=CC1)NC(O[C@@H]1CN2CCC1CC2)=O)CC3